(E)-3-((2-cyano-3-(1H-pyrrolo[2,3-b]pyridin-3-yl)acrylamido)methyl)benzamide C(#N)/C(/C(=O)NCC=1C=C(C(=O)N)C=CC1)=C\C1=CNC2=NC=CC=C21